IC1=NN(C=C1C)COCC[Si](C)(C)C 2-[(3-iodo-4-methyl-pyrazol-1-yl)methoxy]ethyl-trimethyl-silane